C(#N)[C@@]1(COCC2=CC=C(C=C12)C(=O)NCC1=NC=C2C=CC(=NC2=C1)C1=C2C=C(N(C2=C(C=C1)F)C)C)C (R)-4-Cyano-N-((2-(7-fluoro-1,2-dimethyl-1H-indol-4-yl)-1,6-naphthyridin-7-yl)methyl)-4-methylisochromane-6-carboxamide